1,1'-(methylenedi-4,1-phenylene)bis[2-hydroxy-2-methyl-1-propanone] C(C1=CC=C(C=C1)C(C(C)(C)O)=O)C1=CC=C(C=C1)C(C(C)(O)C)=O